9,9-bis[6-(2-glycidyloxyethoxy)naphthalen-2-yl]-9H-fluorene C(C1CO1)OCCOC=1C=C2C=CC(=CC2=CC1)C1(C2=CC=CC=C2C=2C=CC=CC12)C1=CC2=CC=C(C=C2C=C1)OCCOCC1CO1